2-chloro-4-carboxymethylenebut-2-en-1,4-olide ClC=1C(=O)OC(C1)=CC(=O)O